CC=1C=C(C=C(C1OCCCN1CCN(CC1)C)C)NC1=NC=C(C(=N1)N1OCCC1C1=CC=CC=C1)C#N 2-((3,5-dimethyl-4-(3-(4-methylpiperazin-1-yl)propoxy)phenyl)amino)-4-(3-phenylisooxazolidin-2-yl)pyrimidine-5-carbonitrile